C(C)(C)(C)OC(=O)N[C@@H]([C@H](OCC1CCCCC1)C)C(=O)OC methyl N-(tert-butoxycarbonyl)-O-(cyclohexylmethyl)-L-threoninate